C(C)(C)(C)OC(=O)N1CCC(CC1)OC1=CC=C(C=C1)C1=NOC(=N1)C=1NC(=CN1)[N+](=O)[O-] 3-(4-((1-(tert-Butoxycarbonyl)piperidin-4-yl)oxy)phenyl)-5-(5-nitro-1H-imidazol-2-yl)-1,2,4-oxadiazole